methyl 5-(4-(1H-pyrazol-4-yl)phenoxy)-1H-1,2,3-triazole-4-carboxylate N1N=CC(=C1)C1=CC=C(OC2=C(N=NN2)C(=O)OC)C=C1